(S)-6-amino-2-(3,5-dichloro-4-((7-methyl-1-oxo-2,5,6,7-tetrahydro-1H-cyclopenta[d]pyridazin-4-yl)oxy)phenyl)-1,2,4-triazine-3,5(2H,4H)-dione NC=1C(NC(N(N1)C1=CC(=C(C(=C1)Cl)OC=1C2=C(C(NN1)=O)[C@H](CC2)C)Cl)=O)=O